7-(4-bromo-3-chloro-benzoyl)-3-oxo-N-[rac-(1S)-1-[2-fluoro-4-(oxetan-3-yloxy)phenyl]ethyl]-2-[4-(2,2,2-trifluoroethoxy)phenyl]-6,8-dihydro-5H-imidazo[1,5-a]pyrazine-1-carboxamide BrC1=C(C=C(C(=O)N2CC=3N(CC2)C(N(C3C(=O)N[C@@H](C)C3=C(C=C(C=C3)OC3COC3)F)C3=CC=C(C=C3)OCC(F)(F)F)=O)C=C1)Cl |r|